OC1=CC=C(CC=2C=C(C(=O)O)C=CC2)C=C1 3-(4-hydroxybenzyl)benzoic acid